β-methyl-p-methyl-Styrene CC=CC1=CC=C(C=C1)C